methyl 1-(2,2',3,3'-tetrahydro-1H,1'H-[4,5'-biinden]-1'-yl)piperidine-4-carboxylate C1CCC=2C(=CC=CC12)C=1C=C2CCC(C2=CC1)N1CCC(CC1)C(=O)OC